NC1=NC(N(C=C1)[C@H]1C[C@@H]([C@H](O1)CC(CCCCCCC)OP(=O)(O)O)O)=O.C(CCC)C1N(CCNC1)F butyl-fluoropiperazine ((2R,3S,5R)-5-(4-amino-2-oxopyrimidin-1(2H)-yl)-3-hydroxytetrahydrofuran-2-yl)methyl-octyl-hydrogenphosphate